3-(2-(4-ethylpiperazin-1-yl)ethoxy)-4-((4-ethylpiperazin-1-yl)methyl)-aniline C(C)N1CCN(CC1)CCOC=1C=C(N)C=CC1CN1CCN(CC1)CC